zinc gadoleate C(CCCCCCC\C=C/CCCCCCCCCC)(=O)[O-].[Zn+2].C(CCCCCCC\C=C/CCCCCCCCCC)(=O)[O-]